CC1(OC=2C(=NC(=CC2)C=2C(=CC(=NC2)NC(C)=O)NC2=NC(=CC(=C2)C2CCOCC2)S(=O)(=O)C)OC1)C N-(5-(2,2-Dimethyl-2,3-Dihydro-[1,4]Dioxino[2,3-B]Pyridin-6-Yl)-4-((6-(Methylsulfonyl)-4-(Tetrahydro-2h-Pyran-4-Yl)Pyridin-2-Yl)Amino)Pyridin-2-Yl)Acetamide